O=C1NC(CCC1N1C=C2C=C(C=C(C2=C1)SCCCCCCCNC1CC2(C1)CCC2)F)=O 2-(2,6-dioxopiperidin-3-yl)-6-fluoro-4-((7-(spiro[3.3]heptan-2-ylamino)heptyl)thio)isoindole